1-chloro-7-methyl-isoquinoline ClC1=NC=CC2=CC=C(C=C12)C